COC(C1=C(C=C(C=C1)NC=C1C(OC(OC1=O)(C)C)=O)OC)=O 4-(((2,2-Dimethyl-4,6-dioxo-1,3-dioxan-5-ylidene)methyl)amino)-2-methoxybenzoic acid methyl ester